BrC1=CC(=C(CNC2CCCC=3C=CC=NC23)C=C1)F N-(4-bromo-2-fluorobenzyl)-5,6,7,8-tetrahydroquinolin-8-amine